1-((2S,5R)-2-methyl-5-(4-(methyl(2-methylpyridin-4-yl)amino)-6-(pyrazin-2-yl)pyrimidin-2-yl)piperidin-1-yl)ethan-1-one C[C@@H]1N(C[C@@H](CC1)C1=NC(=CC(=N1)N(C1=CC(=NC=C1)C)C)C1=NC=CN=C1)C(C)=O